ClC1=CC(=C(C=C1)C1=NN2C(=NC=3C=CC=CC3C2=N1)N[C@@H]1C(NCCCC1)=O)OC(F)F (3S)-3-({2-[4-chloro-2-(difluoromethoxy)phenyl][1,2,4]triazolo[1,5-c]quinazolin-5-yl}amino)azepan-2-one